C(C=C)(=O)N1C[C@@H](N(CC1)C=1C2=C(N(C(N1)=O)C=1C(=NC=CC1C)C(C)C)C(=C(N=C2)C2=C1C=NNC1=CC=C2C)F)C 4-((S)-4-acryloyl-2-methylpiperazin-1-yl)-8-fluoro-1-(2-isopropyl-4-methylpyridin-3-yl)-7-(5-methyl-1H-indazol-4-yl)pyrido[4,3-d]pyrimidin-2(1H)-one